ClC=1C=C(C=CC1C)C=1NC(C=2N(C1)N=C(C2C(C(F)(F)F)(F)F)C(=O)OCC)=O Ethyl 6-(3-chloro-4-methylphenyl)-4-oxo-3-(pentafluoroethyl)-4,5-dihydropyrazolo[1,5-a]pyrazine-2-carboxylate